Ethyl (2E)-3-(7-methoxy-1,4-dimethyl-1H-benzotriazol-5-yl)prop-2-enoate COC1=CC(=C(C2=C1N(N=N2)C)C)/C=C/C(=O)OCC